(2'S,4R,4'S)-1,2',3-triphenyl-1'-tosyl-4'-vinyl-1',4'-dihydro-2'H-spiro[pyrazole-4,3'-quinoline]-5(1H)-one C1(=CC=CC=C1)N1N=C([C@@]2([C@@H](N(C3=CC=CC=C3[C@@H]2C=C)S(=O)(=O)C2=CC=C(C)C=C2)C2=CC=CC=C2)C1=O)C1=CC=CC=C1